C1(=CC=CC=C1)N(C1=CC=CC=C1)C1=C(C=CC=C1)C1=CC=CC=C1 4-(diphenylaminophenyl)benzene